2-Chloro-N-((1-((3-fluoro-4-methoxyphenyl)sulfonyl)piperidin-4-yl)methyl)acetamide ClCC(=O)NCC1CCN(CC1)S(=O)(=O)C1=CC(=C(C=C1)OC)F